4-((3-(2-Cyclopropylthiazol-5-yl)phenyl) ((4-(6-(dimethylamino)pyridin-3-yl) bicyclo[2.2.2]octan-1-yl)methyl) carbamoyl)cyclohexyl trans-methylcarbamate CNC(OC1CCC(CC1)C(N(CC12CCC(CC1)(CC2)C=2C=NC(=CC2)N(C)C)C2=CC(=CC=C2)C2=CN=C(S2)C2CC2)=O)=O